N-(2-((2S,3S)-1,2-dimethylpiperidin-3-yl)thieno[2,3-b]pyridin-4-yl)benzo[d]thiazol-5-amine CN1[C@H]([C@H](CCC1)C1=CC=2C(=NC=CC2NC=2C=CC3=C(N=CS3)C2)S1)C